t-butyl (2R,4S)-4-fluoro-2-((3-(2-((3-methoxy-1-methyl-1H-pyrazol-4-yl)amino) pyrimidin-4-yl)-1H-indol-7-yl)carbamoyl)-[1,3'-bipyrrolidine]-1'-carboxylate F[C@H]1C[C@@H](N(C1)C1CN(CC1)C(=O)OC(C)(C)C)C(NC=1C=CC=C2C(=CNC12)C1=NC(=NC=C1)NC=1C(=NN(C1)C)OC)=O